trimethoxypropyl-silane COC(CC[SiH3])(OC)OC